N1=C(C=CC=C1)CN1N=CC2=CC=CC=C12 pyridin-2-ylmethyl-1H-indazol